8-(2R)-oxiranyl-6-(phenylmethoxy)-2H-1,4-benzoxazine O1[C@@H](C1)C1=CC(=CC=2N=CCOC21)OCC2=CC=CC=C2